(+/-)-3-(4-(2-amino-6-methylpyrimidin-4-yl)-1,4-oxazepan-3-yl)-4-chlorophenol NC1=NC(=CC(=N1)N1[C@@H](COCCC1)C=1C=C(C=CC1Cl)O)C |r|